(3-(cyclopentyloxy)-4-methoxyphenyl)-1-phenyl-1H-pyrazolo[3,4-b]pyridin-6(7H)-one C1(CCCC1)OC=1C=C(C=CC1OC)C1=NN(C=2NC(C=CC21)=O)C2=CC=CC=C2